C(CCCCCCCCCCCC)(=O)[O-].[Ag+] silver tridecanoate